N-(4-((3-(5-(4-((5-cyclopropyl-1H-pyrazol-3-yl)amino)quinazolin-2-yl)pyridin-2-yl)-3,6-diazabicyclo[3.1.1]heptan-6-yl)methyl)phenyl)methanesulfonamide C1(CC1)C1=CC(=NN1)NC1=NC(=NC2=CC=CC=C12)C=1C=CC(=NC1)N1CC2N(C(C1)C2)CC2=CC=C(C=C2)NS(=O)(=O)C